7-[2-methyl-6-(trifluoromethyl)pyrimidin-4-yl]-2-[1-(oxetan-3-yl)-1H-pyrazolo[3,4-b]pyrazin-6-yl]-2,7-diazaspiro[3.5]nonane CC1=NC(=CC(=N1)N1CCC2(CN(C2)C2=CN=C3C(=N2)N(N=C3)C3COC3)CC1)C(F)(F)F